(1,1-(R)-dioxido-2,3-dihydrothiophen-3-yl)-2-oxo-7-(thiophen-2-yl)-1,2-dihydroquinoline-3-carboxamide O=S1(CC(C=C1)N1C(C(=CC2=CC=C(C=C12)C=1SC=CC1)C(=O)N)=O)=O